C(C)OC(=O)C1C(C1)CCNC1=C(C=C(C=C1F)B1OC(C(O1)(C)C)(C)C)F 2-[2-[2,6-Difluoro-4-(4,4,5,5-tetramethyl-1,3,2-dioxaborolan-2-yl)anilino]ethyl]cyclopropanecarboxylic acid ethyl ester